N=1C=CN2N=C(C=CC21)C=2C(=NC(=CN2)CCCOC)N2CCC(CC2)C(=O)O 1-(3-(imidazo[1,2-b]pyridazin-6-yl)-6-(3-methoxypropyl)pyrazin-2-yl)piperidine-4-carboxylic acid